N[C@@H]1CN(CCC1)C(=O)C=1SC(=C(N1)C1=CC=C(C#N)C=C1)C1=CC2=C(N(C=N2)C)C=C1 4-{2-[(3S)-3-aminopiperidine-1-carbonyl]-5-(1-methyl-1H-1,3-benzodiazol-5-yl)-1,3-thiazol-4-yl}benzonitrile